hexanediol bis(2-ethyl-4-methylimidazolyl ethanoate) C(C)C=1NC(=C(N1)C)CC(=O)OC(CCCCC)OC(CC1=C(N=C(N1)CC)C)=O